C1N(CCC2=CC=CC=C12)[C@H]1[C@@H](CN(CC1)C1=NC=NC(=C1)NC1=CC=NN1C)O trans-4-(3,4-dihydroisoquinolin-2(1H)-yl)-1-(6-((1-methyl-1H-pyrazol-5-yl)amino)pyrimidin-4-yl)piperidin-3-ol